C(C)(=O)OC\C=C\C1=CC=CC=C1 (E)-3-PHENYL-2-PROPENYL ACETATE